P(OCCCCCCCCCCCCC)(OCCCCCCCCCCCCC)OC1=CC=C(C=C1)C(C)(C)C1=CC=C(C=C1)OP(OCCCCCCCCCCCCC)OCCCCCCCCCCCCC tetratridecyl 4,4'-isopropylidenediphenyl diphosphite